BrC=1C(=NC(=NC1)NC1=CC(=C(C=C1OC)N1CCN(CC1)C(C(F)(F)F)=O)C=1C=NN(C1)C)NC1=C(C(=C(C=C1)C)C)P(=O)(OC)OC 1-(4-(4-((5-bromo-4-((2-(dimethylphosphono)-3,4-Dimethylphenyl)amino)pyrimidin-2-yl)amino)-5-methoxy-2-(1-methyl-1H-pyrazol-4-yl)phenyl)piperazine-1-yl)-2,2,2-trifluoroethane-1-one